(R)-N1-(1-cyclopropyl-2-methoxyethyl)-N2-(imidazo[1,2-a]pyridin-7-yl)-N1-((5-(trifluoromethyl)pyridin-2-yl)methyl)oxalamide C1(CC1)[C@H](COC)N(C(C(=O)NC1=CC=2N(C=C1)C=CN2)=O)CC2=NC=C(C=C2)C(F)(F)F